ClC1=NC=C(C=C1)CN(C1=NC(=CC=C1[N+](=O)[O-])OC)CCO N-(2-Chloropyridin-5-yl)methyl-N-(2-hydroxyethyl)-6-methoxy-3-nitropyridin-2-amine